(S)-3-(5-fluoro-3-isothiazol-5-yl-2-pyridyl)-3-methoxy-5,5-dimethyl-6-oxo-cyclohexene-1-carbonitrile FC=1C=C(C(=NC1)[C@]1(C=C(C(C(C1)(C)C)=O)C#N)OC)C1=CC=NS1